1-methyl-2-oxabicyclo[2.1.1]Hexane-4-carboxylic acid CC12OCC(C1)(C2)C(=O)O